1-(2-ethoxy-5-fluoro-4-pyridinyl)-7-fluoro-3,3-dimethyl-N-(3-methyl-1,1-dioxo-thietan-3-yl)-2-oxo-indoline-5-carboxamide C(C)OC1=NC=C(C(=C1)N1C(C(C2=CC(=CC(=C12)F)C(=O)NC1(CS(C1)(=O)=O)C)(C)C)=O)F